COC=1C(=NC2=CC=CC(=C2N1)N1C[C@H](N([C@H](C1)C)C(=O)OC(C)(C)C)C)C tert-butyl (2R,6S)-4-(3-methoxy-2-methylquinoxalin-5-yl)-2,6-dimethylpiperazine-1-carboxylate